NC1=NC=2C=C(C(=CC2C2=C1COC2)C(=O)N(CC2=NC=C(C=C2)C#C)C=2C=NN(C2)C(F)F)C 4-amino-N-(1-(difluoromethyl)-1H-pyrazol-4-yl)-N-((5-ethynylpyridin-2-yl)methyl)-7-methyl-1,3-dihydrofuro[3,4-c]quinoline-8-carboxamide